6-((endo-8-Azabicyclo[3.2.1]octan-3-yl)oxy)-N-(4-([1,2,4]triazolo[1,5-c]pyrimidin-7-yl-oxy)-3-methylphenyl)quinazolin-4-amine 2,2,2-trifluoroacetate FC(C(=O)O)(F)F.C12CC(CC(CC1)N2)OC=2C=C1C(=NC=NC1=CC2)NC2=CC(=C(C=C2)OC2=CC=1N(C=N2)N=CN1)C